CC=1CSSC1 4-methyl-1,2-dithiol